γ-glycidoxypropyldiethoxyethylsilane C(C1CO1)OCCC[SiH2]CC(OCC)OCC